1,2-biseicosenoyl-sn-glycero-3-phosphocholine C(C=CCCCCCCCCCCCCCCCCC)(=O)OC[C@@H](OC(C=CCCCCCCCCCCCCCCCCC)=O)COP(=O)([O-])OCC[N+](C)(C)C